[O-]S(=O)(=O)C(F)(F)F.C(C=C)[Pd+] allylpalladium (II) triflate